C(C1=CC=CC=C1)O[C@]1(C2=NN=C(C3=C(C=C(C(C(CCCC(CC1)=O)=O)=N3)C(F)(F)F)NC(OC(C)(C)C)=O)O2)C(F)(F)F tert-Butyl N-[(6R)-6-benzyloxy-9,13-dioxo-6,15-bis(trifluoromethyl)-19-oxa-3,4,18-triazatricyclo[12.3.1.12,5]nonadeca-1(17),2,4,14(18),15-pentaen-17-yl]carbamate